6-fluoro-2-(pyridin-3-ylamino)-3-(o-tolyl)quinazolin-4(3H)-one FC=1C=C2C(N(C(=NC2=CC1)NC=1C=NC=CC1)C1=C(C=CC=C1)C)=O